(R)-4-((1-(3-(difluoromethyl)-2-fluorophenyl)ethyl)amino)-2-methyl-6-(1-methylcyclopropyl)-1,6-naphthyridin-7(6H)-one FC(C=1C(=C(C=CC1)[C@@H](C)NC1=CC(=NC2=CC(N(C=C12)C1(CC1)C)=O)C)F)F